CN[C@@H](CC1=CNC2=CC=CC=C21)C(=O)O The molecule is a N-methyl-L-alpha-amino acid that is the N(alpha)-methyl derivative of L-tryptophan. It has a role as an Escherichia coli metabolite. It is a L-tryptophan derivative and a N-methyl-L-alpha-amino acid. It is a tautomer of a N(alpha)-methyl-L-tryptophan zwitterion.